NCC1(CCCCC1)CC(=O)O 1-aminomethyl-cyclohexane-acetic acid